BrC=1C(=NN(C1CC(=O)N)C)C (4-bromo-1,3-dimethyl-1H-pyrazol-5-yl)acetamide